FC1=CC=C(C(=NO)N)C=C1 4-fluoro-N'-hydroxybenzoamidine